NC1=C2N=C(N(C2=NC(=N1)NCCCCC)CC1=CC=C(C=C1)CN1CCNCC1)O 6-amino-2-(pentylamino)-9-(4-(piperazin-1-ylmethyl)benzyl)-9H-purin-8-ol